(2-chloro-5-fluorophenyl)(5,7-dibromoisoquinolin-6-yl)methanol ClC1=C(C=C(C=C1)F)C(O)C=1C(=C2C=CN=CC2=CC1Br)Br